(S)-N-(4-(1-Acetyl-2-methyl-1,2,3,4-tetrahydroquinolin-6-yl)benzyl)-7-bromo-5-morpholinoimidazo[1,2-c]pyrimidine-2-carboxamide C(C)(=O)N1[C@H](CCC2=CC(=CC=C12)C1=CC=C(CNC(=O)C=2N=C3N(C(=NC(=C3)Br)N3CCOCC3)C2)C=C1)C